1-(bromomethyl)-2,3,4-trifluoro-benzene BrCC1=C(C(=C(C=C1)F)F)F